ClC1=CC=C(C=C1)C(C(=O)N[C@H](C(=O)N[C@H](CCC(=O)OCC)C(=O)OCC)CC1CCCCC1)(C)C Diethyl ((S)-2-(2-(4-chlorophenyl)-2-methylpropanamido)-3-cyclohexylpropanoyl)-D-glutamate